CC1(C[C@H](C[C@@H]1OCCCCC1=NC=2NCCCC2C=C1)N([C@H](C(=O)O)C1=C2[C@@H](CCOC2=CC=C1)C)C)C (S)-2-(((1R,4S)-3,3-dimethyl-4-(4-(5,6,7,8-tetrahydro-1,8-naphthyridin-2-yl)butoxy)cyclopentyl)(methyl)amino)-2-((R)-4-methylchroman-5-yl)acetic acid